FC=1SC(=CN1)C=1CCN(CC1)C(=O)C1=C(OC=2N=CN=C(C21)NC2(CC2)C)C 5-[4-(2-fluoro-1,3-thiazol-5-yl)-1,2,3,6-tetrahydropyridine-1-carbonyl]-6-methyl-N-(1-methylcyclopropyl)furo[2,3-d]pyrimidin-4-amine